difluoro-4-methyl-2-pentanol phosphate P(=O)(O)(O)OC(C)C(C(C)C)(F)F